3-bromo-N,N-diphenyl-5-(pyridin-2-yloxy)aniline BrC=1C=C(N(C2=CC=CC=C2)C2=CC=CC=C2)C=C(C1)OC1=NC=CC=C1